9,9',9'',9'''-(4-(2-(benzo[d]thiazol-2-yl)phenyl)pyridine-2,3,5,6-tetrayl)tetrakis(9H-carbazole-3-carbonitrile) S1C(=NC2=C1C=CC=C2)C2=C(C=CC=C2)C2=C(C(=NC(=C2N2C1=CC=CC=C1C=1C=C(C=CC21)C#N)N2C1=CC=CC=C1C=1C=C(C=CC21)C#N)N2C1=CC=CC=C1C=1C=C(C=CC21)C#N)N2C1=CC=CC=C1C=1C=C(C=CC21)C#N